3-(4-((2,4-dimethoxybenzyl)amino)-2-(1-(pyridin-2-yl)ethyl)-2H-[1,2,3]triazolo[4,5-c]pyridin-6-yl)benzonitrile COC1=C(CNC2=NC(=CC=3C2=NN(N3)C(C)C3=NC=CC=C3)C=3C=C(C#N)C=CC3)C=CC(=C1)OC